ClC(=O)C1CC(N(CC1)C(=O)OC(C)(C)C)C tert-butyl 4-chlorocarbonyl-2-methyl-piperidine-1-carboxylate